4-[(diphenylamino)]Phenylboronic acid C1(=CC=CC=C1)N(C1=CC=C(C=C1)B(O)O)C1=CC=CC=C1